FC1=CC=CC(=N1)NS(=O)(=O)C=1SC(=C(C1)[N+](=O)[O-])C N-(6-fluoropyridin-2-yl)-5-methyl-4-nitrothiophene-2-sulfonamide